ClC1=CC2=C(N=C(O2)C2=C(C(N(C(=N2)C2=NC3=C(N2C2CCC2)C=CC=C3)C)=O)O)C=C1 6-(6-chloro-1,3-benzoxazol-2-yl)-2-(1-cyclobutyl-1,3-benzodiazol-2-yl)-5-hydroxy-3-methylpyrimidin-4-one